3-(3,5-dimethylisoxazol-4-yl)-4-oxo-1-(pyrimidin-5-ylmethyl)-4H-pyrido[1,2-a]pyrimidinium CC1=NOC(=C1C1=C[N+](=C2N(C1=O)C=CC=C2)CC=2C=NC=NC2)C